(R)-3-bromo-N-(2-(3-hydroxypyrrolidin-1-yl)ethyl)-2-methylbenzenesulfonamide BrC=1C(=C(C=CC1)S(=O)(=O)NCCN1C[C@@H](CC1)O)C